BrC=1C=C(C=CC1)[C@H](C(=O)N1CC2=C(CCC1)N=C(NC2=O)C2(CC2)C2=CC=CC=C2)O (R)-6-(2-(3-bromophenyl)-2-hydroxyacetyl)-2-(1-phenylcyclopropyl)-3,5,6,7,8,9-hexahydro-4H-pyrimido[5,4-c]azepin-4-one